tert-Butyl (endo-8-(5-(5-chloroquinoxalin-6-yl)-3-methyl-4-oxo-7-((2-(trimethylsilyl)ethoxy)methyl)-4,7-dihydro-3H-pyrrolo[2,3-d]pyrimidin-2-yl)-8-azabicyclo[3.2.1]octan-3-yl)carbamate ClC1=C2N=CC=NC2=CC=C1C1=CN(C=2N=C(N(C(C21)=O)C)N2C1CC(CC2CC1)NC(OC(C)(C)C)=O)COCC[Si](C)(C)C